N-(8-fluoro-1,2,3,5,6,7-hexahydros-indacen-4-ylcarbamoyl)-3-(2-hydroxypropan-2-yl)benzenesulfonamide FC=1C=2CCCC2C(=C2CCCC12)NC(=O)NS(=O)(=O)C1=CC(=CC=C1)C(C)(C)O